N(=C=O)C(C)C1=CC=C(C=C1)C1=CC=NC=C1 4-(4-(1-isocyanatoethyl)phenyl)pyridine